FC(C1=NN=C(O1)C=1C=CC(=NC1)CN1C(C2=CC=C(C=C2C(C1=O)(C)C)N1CCN(CC1)CC(C)(F)F)=O)F 2-((5-(5-(difluoromethyl)-1,3,4-oxadiazole-2-yl)pyridine-2-yl)methyl)-6-(4-(2,2-difluoropropyl)piperazine-1-yl)-4,4-dimethylisoquinoline-1,3(2H,4H)-dione